8-fluoro-N-(1-((1s,2r)-2-fluorocyclopropyl)-2-oxo-1,2-dihydropyridin-3-yl)-7-isopropoxy-2-(1-methyl-2-oxabicyclo[2.1.1]hex-4-yl)imidazo[1,2-a]pyridine-6-carboxamide FC=1C=2N(C=C(C1OC(C)C)C(=O)NC=1C(N(C=CC1)[C@@H]1[C@@H](C1)F)=O)C=C(N2)C21COC(C2)(C1)C